C(C)N(CCCN(CCOC(OC(CCCC(=O)OCC(CCCCC)CCCCC)CCC)=O)CCOC(OC(CCCC(=O)OCC(CCCCC)CCCCC)CCC)=O)CC bis(2-pentylheptyl) 11-(3-(diethylamino)propyl)-7,15-dioxo-5,17-dipropyl-6,8,14,16-tetraoxa-11-azahenicosandioate